2-[3-(3-Thiophen-2-ylphenyl)prop-2-enoyl]benzoic acid S1C(=CC=C1)C=1C=C(C=CC1)C=CC(=O)C1=C(C(=O)O)C=CC=C1